O[C@H]1CNCC[C@@H]1CNC1=NC=2N(C(=C1)NCC=1SC=C(N1)C(=O)O)N=CC2C(C)C 2-(((5-((((3R,4R)-3-Hydroxypiperidin-4-yl)methyl)amino)-3-isopropylpyrazolo[1,5-a]pyrimidin-7-yl)amino)methyl)thiazole-4-carboxylic acid